COC1=CC=C(C=N1)CN1C(C2=CC=C(C=C2C=N1)S(=O)(=O)C1=NC=C(C=C1)C)=O ((6-methoxypyridin-3-yl)methyl)-6-(5-methylpyridin-2-ylsulfonyl)phthalazin-1(2H)-one